1-(but-3-en-1-yl)-1,1,3,3-tetramethyldisiloxane C(CC=C)[Si](O[SiH](C)C)(C)C